C(C)(C)(C)OC(=O)N1C[C@@H]([C@@H]([C@H](C1)F)OC)NC(=O)OCC1=CC=CC=C1 |r| rac-(3S,4S,5S)-3-(benzyloxycarbonylamino)-5-fluoro-4-methoxy-piperidine-1-carboxylic acid tert-butyl ester